C1(CCCCCC1)NC(COC=1C=C2C=C(C=NC2=CC1)/C=C/C(=O)OC)=O Methyl (E)-3-(6-(2-(cycloheptylamino)-2-oxoethoxy)quinolin-3-yl)acrylate